CC1(N(CCOC1)CCN1C2=C(C3=CC=C(C=C13)O)C=CN=C2C(F)(F)F)C 9-(2-(3,3-dimethylmorpholinyl)ethyl)-1-(trifluoromethyl)-9H-pyrido[3,4-b]indol-7-ol